OC1(CC1)C1=NN(C=N1)C1CC2(CN(C2)C(=O)N2CC3(C2)CC(C3)CC3=NN(N=C3)CC(F)(F)F)C1 [6-[3-(1-hydroxycyclopropyl)-1,2,4-triazol-1-yl]-2-azaspiro[3.3]heptan-2-yl]-[6-[[2-(2,2,2-trifluoroethyl)triazol-4-yl]methyl]-2-azaspiro[3.3]heptan-2-yl]methanone